2-methylsulfanyl-6-(2,6-dichlorophenyl)imidazo[1,2-b]pyrimido[4,5-d]pyridazin-5(6H)-one CSC=1N=CC2=C(C=3N(N(C2=O)C2=C(C=CC=C2Cl)Cl)C=CN3)N1